ClC1=CC(=CC=2N=C(OC21)N[C@@H](C)C2=C(N=CC(=N2)C#N)C2=NC=C(C=C2)C#N)C(F)(F)F 6-[(1S)-1-[[7-chloro-5-(trifluoromethyl)-1,3-benzoxazol-2-yl]amino]ethyl]-5-(5-cyano-2-pyridyl)pyrazine-2-carbonitrile